FC1=CC=C(C=C1)C1=NN2C(CN(CC2)C)=C1C1=CC(=NC=C1)NC(C(CC)C)=O N-(4-(2-(4-fluorophenyl)-5-methyl-4,5,6,7-tetrahydropyrazolo[1,5-a]pyrazin-3-yl)pyridin-2-yl)-2-methylbutanamide